FC1=C(C2=C(CCO2)C=C1C1(NC(=CC(=N1)NC)C)N)C=1CC(CNCC1)F 2-[6-fluoro-7-(3-fluoro-2,3,4,7-tetrahydro-1H-azepin-5-yl)-2,3-dihydrobenzofuran-5-yl]-N4,6-dimethyl-pyrimidine-2,4-diamine